FC=1C=C(C=C2C=C(C=NC12)C1(CCC1)O)B1OC(C(O1)(C)C)(C)C 1-(8-fluoro-6-(4,4,5,5-tetramethyl-1,3,2-dioxaborolan-2-yl)quinolin-3-yl)cyclobutan-1-ol